6-[4-amino-2-(oxetan-3-oxy)phenyl]-5-{3-fluoro-4-[(4-methylpyrimidin-2-yl)oxy]phenyl}-7-methyl-5H-pyrrolo[3,2-d]pyrimidin-4-amine NC1=CC(=C(C=C1)C1=C(C=2N=CN=C(C2N1C1=CC(=C(C=C1)OC1=NC=CC(=N1)C)F)N)C)OC1COC1